2-((4-((S)-3-((7-(((S)-4-acryloyl-3-methylpiperazin-1-yl)sulfonyl)-2,7-diazaspiro[3.5]nonan-2-yl)methyl)pyrrolidin-1-yl)pyrimidin-5-yl)oxy)-5-fluoro-N,N-diisopropylbenzamide C(C=C)(=O)N1[C@H](CN(CC1)S(=O)(=O)N1CCC2(CN(C2)C[C@H]2CN(CC2)C2=NC=NC=C2OC2=C(C(=O)N(C(C)C)C(C)C)C=C(C=C2)F)CC1)C